C(C)(C)C(C)(CC)C(CCCCCC)[PH2]=O 1-(Isopropyl-sec-butyl)-phosphinoyl-heptane